OC[C@H]1[C@@H](C1)CCCC(C(=O)OC(C)(C)C)(C)C tert-butyl 5-((1R,2R)-2-(hydroxymethyl) cyclopropyl)-2,2-dimethylpentanoate